1-(((3r,5r,7r)-adamantan-1-yl)methyl)-4-(2-(5-(4-chlorophenyl)-1-(2,4-dichlorophenyl)-4-methyl-1H-pyrazol-3-yl)ethyl)piperazine C12(CC3CC(CC(C1)C3)C2)CN2CCN(CC2)CCC2=NN(C(=C2C)C2=CC=C(C=C2)Cl)C2=C(C=C(C=C2)Cl)Cl